C(C1=CC(O)=C(O)C(O)=C1)(=O)C([C@H]([C@H]([C@@H]([C@H](C=O)O)O)O)O)(O)C(C1=CC(O)=C(O)C(O)=C1)=O digalloyl-glucose